ClC1=C(C=C2C(=NNC2=C1)C=1C=NC(=C(C#N)C1)N1[C@@H](CC1)C)O[C@H](C)C1=C(C=NC=C1Cl)Cl 5-(6-chloro-5-((R)-1-(3,5-dichloropyridin-4-yl)ethoxy)-1H-indazol-3-yl)-2-((R)-2-methylazetidin-1-yl)nicotinonitrile